Cl.N[C@@H](C)C=1C(=C(C=CC1)C(C(C)(O)C)(F)F)F (S)-1-(3-(1-aminoethyl)-2-fluorophenyl)-1,1-difluoro-2-methylpropan-2-ol hydrochloride